ClC=1N(C(=C(C1C(=O)OCC)C)C(C(N[C@H](C(F)(F)F)C)=O)=O)C ethyl (S)-2-chloro-1,4-dimethyl-5-(2-oxo-2-((1,1,1-trifluoroprop-2-yl) amino) acetyl)-1H-pyrrole-3-carboxylate